hexafluorotertiary butanol FC(C(C(F)(F)F)(C)O)(F)F